5-(3-pyridyl)-2,2'-bithiophene N1=CC(=CC=C1)C1=CC=C(S1)C=1SC=CC1